(S)-1-(4-fluorophenyl)propan-2-amine hydrochloride Cl.FC1=CC=C(C=C1)C[C@H](C)N